ClC1=C(C=CC=C1C)N1N=CC2=C1COC[C@H]2NC(=O)C=2N=CN(C2CC)C (S)-N-(1-(2-chloro-3-methylphenyl)-1,4,5,7-tetrahydropyrano[3,4-c]pyrazol-4-yl)-5-ethyl-1-methyl-1H-imidazole-4-carboxamide